N1[C@H](CC1)COC=1C=NN(C1C1=CC=2N(C=C1)N=C(C2)NC2=NC=C(N=C2)C)C (R)-5-(4-(azetidin-2-ylmethoxy)-1-methyl-1H-pyrazol-5-yl)-N-(5-methylpyrazin-2-yl)pyrazolo[1,5-a]pyridin-2-amine